N-((4,4-difluorocyclohexyl)(5-((2-oxo-4-(trifluoromethyl)imidazolidin-1-yl)methyl)benzo[d]oxazol-2-yl)methyl)-4-methyl-1,2,5-oxadiazole-3-carboxamide FC1(CCC(CC1)C(NC(=O)C1=NON=C1C)C=1OC2=C(N1)C=C(C=C2)CN2C(NC(C2)C(F)(F)F)=O)F